ClC1=CC(=C2C=NNC2=C1)C1=NN=C(S1)CC=1N=C2N(C=C(C=C2)CNCC2CCC2)C1 1-(2-((5-(6-chloro-1H-indazol-4-yl)-1,3,4-thiadiazol-2-yl)methyl)imidazo[1,2-a]pyridin-6-yl)-N-(cyclobutylmethyl)methylamine